O-sulfo-D-threonine S(=O)(=O)(O)O[C@H]([C@@H](N)C(=O)O)C